C(C)C(CN1C(CCC1)=O)CCCC N-(2-ethyl-1-hexyl)pyrrolidone